CN1[C@H]([C@@H](CCC1)C1=CC=2C(=NC=CC2NC=2C=CC3=C(N=CS3)C2F)S1)C N-(2-((2S,3R)-1,2-dimethylpiperidin-3-yl)thieno[2,3-b]pyridin-4-yl)-4-fluorobenzo[d]thiazol-5-amine